C1(CCC(CC1)C(=O)OCCC)C(=O)OCCC dipropyl 1,4-cyclohexanedicarboxylate